N-(2-hydroxypropyl)-morpholine OC(CN1CCOCC1)C